6-chloro-4-(2-methylpropanoyl)pyridine-3-carboxylic acid ClC1=CC(=C(C=N1)C(=O)O)C(C(C)C)=O